OC(C(=O)N)(C)OC hydroxy-2-methoxy-propionamide